2-Amino-4-bromo-3-fluoro-5-vinylbenzoic acid methyl ester COC(C1=C(C(=C(C(=C1)C=C)Br)F)N)=O